C(C)OC(=O)C1[C@@H](CCC1=O)C (2R)-2-methyl-5-oxo-cyclopentanecarboxylic acid ethyl ester